S(=O)(=O)(O)[Se]S(=O)(=O)O.[Tl] thallium sulfoselenide